acryloyl-ethyl-tripropoxysilane C(C=C)(=O)C(CC)O[Si](OCCC)(OCCC)CC